FC(C=1[N-]C(=C(N1)C#N)C#N)(F)F 2-trifluoromethyl-4,5-dicyanoimidazolate